4-[(1S,4S,5R)-5-[[5-cyclopropyl-3-(2,6-dichlorophenyl)-1,2-oxazol-4-yl]methoxy]-2-azabicyclo[2.2.1]heptan-2-yl]benzoic acid C1(CC1)C1=C(C(=NO1)C1=C(C=CC=C1Cl)Cl)CO[C@H]1[C@@H]2CN([C@H](C1)C2)C2=CC=C(C(=O)O)C=C2